CC1=C(C=CC(=C1)C)CC(CSC)NC(OC(C)(C)C)=O tert-butyl (1-(2,4-dimethylphenyl)-3-(methylthio)propan-2-yl)carbamate